C(C)(C)(C)OC(=O)N1CCC2(CC(C2)N2C(CN(CC2=O)CC2=C(C=C(C=C2)F)F)C2=C(C=CC=C2)C(C)C)CC1.ClC1=NC2=NC(=C(N=C2C(=N1)C1=CC(=C(C(=C1)F)F)F)C)C 2-chloro-6,7-dimethyl-4-(3,4,5-trifluorophenyl)pteridine Tert-butyl-2-(4-(2,4-difluorobenzyl)-2-(2-isopropylphenyl)-6-oxopiperazin-1-yl)-7-azaspiro[3.5]Nonane-7-carboxylate